C(C)C(COOP(OOCC(CCCC)CC)(O)=O)CCCC bis(2-ethylhexyloxy)phosphoric acid